C(C)(=O)N1[C@H]([C@@H]([C@H](C2=CC(=CC=C12)C=1C=NN(C1)CC)NC(OCC1=CC=CC=C1)=O)C)C1CC1 |r| rac-benzyl ((2S,3R,4R)-1-acetyl-2-cyclopropyl-6-(1-ethyl-1H-pyrazol-4-yl)-3-methyl-1,2,3,4-tetrahydroquinolin-4-yl)carbamate